(R)-3-(3-fluoro-4-((8-methylisoquinolin-1-yl)(piperidin-3-yl)carbamoyl)-phenyl)-3H-[1,2,3]triazolo[4,5-b]pyridine FC=1C=C(C=CC1C(N([C@H]1CNCCC1)C1=NC=CC2=CC=CC(=C12)C)=O)N1N=NC=2C1=NC=CC2